[(1R,3R,4R,7S)-1-[[bis(4-methoxyphenyl)-phenyl-methoxy]methyl]-7-hydroxy-5-(3-methyl-1,2,4-thiadiazol-5-yl)-2-oxa-5-azabicyclo[2.2.1]heptan-3-yl]-5-methyl-pyrimidin-2-one COC1=CC=C(C=C1)C(OC[C@]12O[C@H]([C@H](N(C1)C1=NC(=NS1)C)[C@@H]2O)C2=NC(NC=C2C)=O)(C2=CC=CC=C2)C2=CC=C(C=C2)OC